2-(2-(2-(benzyloxy)ethoxy)ethoxy)-N,N-bis(3-methoxybenzyl)pyridin-4-amine C(C1=CC=CC=C1)OCCOCCOC1=NC=CC(=C1)N(CC1=CC(=CC=C1)OC)CC1=CC(=CC=C1)OC